Cl.C(C)(C)(C)OC([C@@H](N)CCC(N)=O)=O L-Glutamine tert-Butyl ester hydrochloride